1-(1-oxo-1,2-dihydroisoquinolin-5-yl)-5-(trifluoromethyl)-N-[2-(trisFluoromethyl)pyridin-4-yl]-1H-pyrazole-4-carboxamide O=C1NC=CC2=C(C=CC=C12)N1N=CC(=C1C(F)(F)F)C(=O)NC1=CC(=NC=C1)C(F)(F)F